5-bromo-3-[(4-methoxyphenyl)methylamino]Pyridine-2-carboxylic acid methyl ester COC(=O)C1=NC=C(C=C1NCC1=CC=C(C=C1)OC)Br